2,4-bis(difluoromethyl)-6-(trichloromethyl)-1,3,5-triazine FC(C1=NC(=NC(=N1)C(F)F)C(Cl)(Cl)Cl)F